methyl (2S)-2-((2S)-2-(((2-(3-chlorophenyl)-2,2-difluoro-1-phenylethoxy)carbonyl)amino)-3-phenylpropanamido)-3-((S)-2-oxopyrrolidin-3-yl)propanoate ClC=1C=C(C=CC1)C(C(OC(=O)N[C@H](C(=O)N[C@H](C(=O)OC)C[C@H]1C(NCC1)=O)CC1=CC=CC=C1)C1=CC=CC=C1)(F)F